ClC1=CN=C(C(=N1)N)SC1=C(C(=NC=C1)C1CC1)Cl 6-chloro-3-((3-chloro-2-cyclopropylpyridin-4-yl)thio)pyrazin-2-amine